O=C(C(=O)OC\C=C/[2H])C (Z)-allyl-3-d 2-oxopropanoate